(1S,2R,3R,5R)-3-{1,6-diazaspiro[3.5]nonan-1-ylmethyl}-5-[4-(methylamino)pyrrolo[2,3-d]pyrimidin-7-yl]cyclopentane-1,2-diol tert-butyl-(3-morpholinyl-1,2,4-thiadiazol-5-yl)carbamate C(C)(C)(C)N(C(O)=O)C1=NC(=NS1)N1CCOCC1.N1(CCC12CNCCC2)C[C@@H]2[C@H]([C@H]([C@@H](C2)N2C=CC1=C2N=CN=C1NC)O)O